6-amino-9-[1'-(azetidin-3-yl)-[1,4'-bipiperidin]-4-yl]-7-[3-methoxy-4-(4-methylphenoxy)phenyl]purin-8-one hydrochloride Cl.NC1=C2N(C(N(C2=NC=N1)C1CCN(CC1)C1CCN(CC1)C1CNC1)=O)C1=CC(=C(C=C1)OC1=CC=C(C=C1)C)OC